C(C)(=O)[O-].C1(=CC=CC2=CC=CC=C12)[NH3+] naphthyl-ammonium acetate